tert-Butyl ((1S,3R)-7'-oxo-3'-(phenylsulfonyl)-6',7'-dihydro-3'H-spiro[cyclopentane-1,8'-dipyrrolo[2,3-b:3',2'-d]pyridin]-3-yl)carbamate O=C1[C@]2(C3=C4C(=NC=C3N1)N(C=C4)S(=O)(=O)C4=CC=CC=C4)C[C@@H](CC2)NC(OC(C)(C)C)=O